C1(CCC(CC1)S)S 1,4-cyclohexanedithiol